7-Fluoro-1-{2-[6-(1H-indol-2-yl)-pyrimidin-4-ylamino]-ethyl}-4-methoxy-1H-indol-2-carbonitril FC=1C=CC(=C2C=C(N(C12)CCNC1=NC=NC(=C1)C=1NC2=CC=CC=C2C1)C#N)OC